NC1=NC2=CC(=CC=C2C=C1F)C[C@@H]1CC[C@]2([C@@H]1O[C@H]([C@@H]2O)N2C=CC1=C2N=CN=C1C)O (2R,3R,3aS,6S,6aR)-6-((2-amino-3-fluoroquinolin-7-yl)methyl)-2-(4-methyl-7H-pyrrolo[2,3-d]pyrimidin-7-yl)hexahydro-3aH-cyclopenta[b]furan-3,3a-diol